1-({3-[2-(2-methoxyethoxy)ethoxy]propanoyl}oxy)pyrrolidine-2,5-dione COCCOCCOCCC(=O)ON1C(CCC1=O)=O